CN(C(C(Cl)Cl)=O)C N,N-dimethyl-2,2-dichloroacetamide